ClC=1C=C(C=CC1Cl)CS(=O)(=O)NC1=CC=C(C=C1)NC(=O)NCC1=CN=CO1 1-(3,4-Dichlorophenyl)-N-(4-(3-(oxazol-5-ylmethyl)ureido)phenyl)methanesulfonamide